(2R,3S)-2-((E)-3-(5-bromo-4-methyl-1H-benzo[d]imidazol-1-yl)prop-1-enyl)piperidin-3-ol BrC1=C(C2=C(N(C=N2)C/C=C/[C@H]2NCCC[C@@H]2O)C=C1)C